C=1(O)C(O)=CC(=CC1)CC(=O)O.C1(CCC1)CC(=O)NC1=CSC(=C1)C1=NC(=CN=C1)C1=CC(=C(C=C1)O)OC 2-Cyclobutyl-N-{5-[6-(4-hydroxy-3-methoxyphenyl)pyrazin-2-yl]thiophen-3-yl}acetamide catechol-4-acetate